CC(CC)=NNC(=O)C1=CC2=CC=CC=C2C=C1O 3-hydroxy-2-naphthoic acid (1-methylpropylidene) hydrazide